COC1=C(C=C2CCNCC2=C1)N 7-methoxy-1,2,3,4-tetrahydroisoquinolin-6-amine